[O+2].CC=1N=NN[N+]1C=1SC=CN1 (methyl-thiazolyl-tetrazolium) oxygen